(3S)-3-{[(4-{[(4-nitrophenoxy)carbonyl]amino}phenyl)carbamoyl]amino}-3-{3-[({3-[(propylcarbamoyl)amino]phenyl}sulfonyl)amino]phenyl}propanoic acid [N+](=O)([O-])C1=CC=C(OC(=O)NC2=CC=C(C=C2)NC(=O)N[C@@H](CC(=O)O)C2=CC(=CC=C2)NS(=O)(=O)C2=CC(=CC=C2)NC(NCCC)=O)C=C1